(Z)-1-(3-((4,4-bis(octyloxy) butyryl) oxy)-2-(hydroxymethyl) propyl) 9-(non-2-en-1-yl) azelate C(CCCCCCCC(=O)OCC=CCCCCCC)(=O)OCC(COC(CCC(OCCCCCCCC)OCCCCCCCC)=O)CO